C(#N)C=1C(=CC(=NC1)NC(N(C)C1=NC(=C(C=C1)CN1C(CN(CC1)C)=O)C=O)=O)O[C@@H](COC)C (R)-3-(5-cyano-4-((1-methoxypropan-2-yl)oxy)pyridin-2-yl)-1-(6-formyl-5-((4-methyl-2-oxopiperazin-1-yl)methyl)pyridin-2-yl)-1-methylurea